CC(CC(C)OCCNCCCC=1NC=CN1)C N-(2-(4-methylpent-2-yloxy)ethyl)-3-(imidazolyl)propan-1-amine